6-(4-Fluorophenyl)-5-((1-((3-methylisoxazol-4-yl)sulfonyl)azetidin-3-yl)oxy)isoindolin-1-one FC1=CC=C(C=C1)C1=C(C=C2CNC(C2=C1)=O)OC1CN(C1)S(=O)(=O)C=1C(=NOC1)C